5-ethyl-6-octyl[1,2,4]triazolo[1,5-a]pyrimidin-7-amine C(C)C1=NC=2N(C(=C1CCCCCCCC)N)N=CN2